3-(2-methyloxazol-5-yl)-indole CC=1OC(=CN1)C1=CNC2=CC=CC=C12